3,4-dimethoxy-5-hydroxybenzaldehyde COC=1C=C(C=O)C=C(C1OC)O